C1=C(C=CC=2C3=CC=CC=C3CC12)N 9H-fluorene-2-amine